CP([O-])(=O)CCC.[Ca+2].C(C)(C)(C)[Si](OCC1=CC=C(C=C1)COC1=CC=C(C=C1)[N+](=O)[O-])(C)C.CP([O-])(=O)CCC tert-butyldimethyl((4-((4-nitrophenoxy)methyl)benzyl)oxy)silane calcium methyl-n-propylphosphinate